1-(3-(1-((1-(4-(1-(3-Amino-6-(2-hydroxyphenyl)pyridazin-4-yl)piperidin-3-yl)benzoyl)-4-fluoropiperidin-4-yl)methyl)piperidin-4-yl)-1-cyclobutyl-1H-indol-6-yl)dihydropyrimidine NC=1N=NC(=CC1N1CC(CCC1)C1=CC=C(C(=O)N2CCC(CC2)(F)CN2CCC(CC2)C2=CN(C3=CC(=CC=C23)N2CNCC=C2)C2CCC2)C=C1)C1=C(C=CC=C1)O